N1(CCC1)S(=O)(=O)C=1C=CC(=C(C1)C#CC1=C(N)C(=CC(=C1F)Br)F)N1CC(CC1)(F)F 2-((5-(azetidin-1-ylsulfonyl)-2-(3,3-difluoropyrrolidin-1-yl)phenyl)ethynyl)-4-bromo-3,6-difluoroaniline